4'-((5-cyclopropyl-2-((2-methoxy-4-(7-methyl-2,7-diazaspiro[3.5]nonan-2-yl)phenyl)amino)pyrimidin-4-yl)oxy)-2'-methylspiro[cyclopropane-1,1'-isoindolin]-3'-one C1(CC1)C=1C(=NC(=NC1)NC1=C(C=C(C=C1)N1CC2(C1)CCN(CC2)C)OC)OC2=C1C(N(C3(C1=CC=C2)CC3)C)=O